[2H]C(N\1CC(OCC/C=C/CCCCCCCC(N/C1=N/C(OC(C)(C)C)=O)=O)=O)([2H])[2H] (Z)-tert-butyl ((E)-4-trideuteriomethyl-2,7-dioxo-1-oxa-4,6-diazacyclooctadec-15-en-5-ylidene)carbamate